10-fluoro-3,4-dihydro-2H-pyrido[4,3-e]pyrimido[1,2-c]pyrimidine FC1=CC=2C=3N(C=NC2C=N1)CCCN3